C(#N)C1=CNC2=C(C=CC(=C12)C)NS(=O)(=O)C=1C=NN(C1)[C@H]([C@@H](C)O)C N-(3-cyano-4-methyl-1H-indol-7-yl)-1-[(1S,2R)-2-hydroxy-1-methylpropyl]pyrazole-4-sulfonamide